2-methoxy-5-methyl-4-{2-[2-(7-methylquinoline-8-sulfonamido)-phenyl]ethynyl}benzoic acid COC1=C(C(=O)O)C=C(C(=C1)C#CC1=C(C=CC=C1)NS(=O)(=O)C=1C(=CC=C2C=CC=NC12)C)C